C1(=C(C=CC=C1)C1=CC=C2C(=CC=C3C4=C(C=CC5=C(C=CC(C1=C23)=C45)I)C4=C(C=CC=C4)C4=CC=CC=C4)I)C4=CC=CC=C4 1,7-di([1,1'-biphenyl]-2-yl)-4,10-diiodoperylene